3-(2-hydroxyethyl)-4,7-dimethyl-9-(1-((6-methyl-2-(1-methyl-1H-pyrazol-4-yl)pyridin-3-yl)amino)ethyl)-3,4-dihydro-5H-pyrazolo[3,4-c]isoquinolin-5-one OCCN1N=CC2=C1N(C(C=1C=C(C=C(C21)C(C)NC=2C(=NC(=CC2)C)C=2C=NN(C2)C)C)=O)C